CN(C)CC1=CC=2C3=C(N(C2C=C1)CC(F)(F)F)C(=NC(=N3)C3=CC=C(C=C3)C(F)(F)F)O 8-[(dimethylamino)methyl]-5-(2,2,2-trifluoroethyl)-2-[4-(trifluoromethyl)phenyl]pyrimido[5,4-b]indol-4-ol